3-(ethylsulfanyl)-2-methyl-4-phenyl-1-tosyl-1H-pyrrole C(C)SC1=C(N(C=C1C1=CC=CC=C1)S(=O)(=O)C1=CC=C(C)C=C1)C